NC1=CC=C(OC=2C3=C(SC2C2=C(C=C(C=C2)F)C(C)(F)F)C=C(C=C3)C(=O)OC)C=C1 methyl 3-(4-aminophenoxy)-2-(2-(1,1-difluoroethyl)-4-fluorophenyl)benzo[b]thiophene-6-carboxylate